CC1(C2(C=3C=CC=C4CNCC[C@@H](C43)C1)CC2)C (S)-6',6'-dimethyl-2',3',4',4a',5',6'-hexahydro-1'H-spiro[cyclopropane-1,7'-naphtho[1,8-cd]azepine]